2-[3-Cyclopropyl-5-(trifluoromethyl)pyrazol-1-yl]-1-[(2S,3S)-2-[2-methyl-3-(trideuteriomethoxy)phenyl]-3-(4-pyridyl)pyrrolidin-1-yl]ethanone C1(CC1)C1=NN(C(=C1)C(F)(F)F)CC(=O)N1[C@@H]([C@@H](CC1)C1=CC=NC=C1)C1=C(C(=CC=C1)OC([2H])([2H])[2H])C